CC(CN)CC(CCCN)CC 2-methyl-4-ethyl-1,7-diaminoheptane